COC1=CC=C(CC2=C(C(=O)N)C=CN=C2C)C=C1 (4-methoxybenzyl)-2-methylisonicotinamide